CNCCN1N=CC(=C1)C=1C=NC2=CC=C(C=C2C1)C=1N=CNC1C1=NC(=CC=C1)C N-methyl-2-[4-[6-[5-(6-methyl-2-pyridyl)-1H-imidazol-4-yl]-3-quinolyl]pyrazol-1-yl]ethanamine